trifluorodichloroiodoethane FC(C(I)(Cl)Cl)(F)F